3-(6-(bis(4-methoxybenzyl)amino)-4-methylpyridin-2-yl)-4-methylcyclohexanone COC1=CC=C(CN(C2=CC(=CC(=N2)C2CC(CCC2C)=O)C)CC2=CC=C(C=C2)OC)C=C1